1-[[(4R)-2,2,5,5-tetramethyl-1,3-dioxolan-4-yl]methyl]pyrazole-4-carbaldehyde CC1(OC([C@H](O1)CN1N=CC(=C1)C=O)(C)C)C